ClC=1C=C(C=CC1F)NC(N([C@H](C)C1=CNC(C2=CC=CC=C12)=O)CC(=O)N)=O |r| Racemic-2-(3-(3-chloro-4-fluorophenyl)-1-(1-(1-oxo-1,2-dihydroisoquinolin-4-yl)ethyl)ureido)acetamide